5-bromo-3-methyl-isobenzofuran-1(3H)-one BrC=1C=C2C(OC(C2=CC1)=O)C